((4-bromo-2-fluorophenyl)amino)-2-cyclopropyl-7-methyl-3,4-dihydro-2,7-naphthyridine-1,6(2H,7H)-dione BrC1=CC(=C(C=C1)NC1N(C(C2=CN(C(C=C2C1)=O)C)=O)C1CC1)F